C(C1=CC=CC=C1)N1CC(CCC1)N 1-benzylpiperidin-3-amine